C(C)(C)(C)OC(=O)N1[C@@H](C[C@H](CC1)N1N=CC=2C(=NC=3C(=C(C(=CC3C21)Cl)C2=CC=CC1=CC=CC(=C21)C#N)F)SC)CCO (2S,4S)-4-(8-chloro-7-(8-cyanonaphthalen-1-yl)-6-fluoro-4-(methylsulfanyl)-1H-pyrazolo[4,3-c]quinolin-1-yl)-2-(2-hydroxyethyl)piperidine-1-carboxylic acid tert-butyl ester